NC1=CC(=C(C(=O)N[C@H]2[C@H](CN(CC2)CCC(CCC(=O)NCCCCCCCC(=O)O)C)OC)C=C1Cl)OC 8-(6-((3S,4R)-4-(4-amino-5-chloro-2-methoxybenzamido)-3-methoxypiperidin-1-yl)-4-methylhexanamido)octanoic acid